(3aR,6aS)-N2-(2-(4-isopropylpiperidin-1-yl)pyrimidin-5-yl)octahydropentalene-2,5-diamine C(C)(C)C1CCN(CC1)C1=NC=C(C=N1)NC1C[C@@H]2CC(C[C@@H]2C1)N